4-(2-fluoroprop-2-yl)cyclohexanecarbaldehyde FC(C)(C)C1CCC(CC1)C=O